CC=1C=C(C=CC1)C1=C(C=CC=C1)O 2-(3-methylphenyl)phenol